C(C)(C)(C)OC(N(CC=C(C)C)C1=C(N=C(S1)C1CCC2(OCCO2)CC1)I)=O (4-iodo-2-(1,4-dioxaspiro[4.5]dec-8-yl)thiazol-5-yl)(3-methylbut-2-en-1-yl)carbamic acid tert-butyl ester